FC=1C(=CC=C2C(CCOC12)NC(C=C)=O)O N-(8-fluoro-7-hydroxychroman-4-yl)acrylamide